NCC(CN1N=CN(C1=O)C1=NC(=CC=C1)C=1C=NC(=CC1)N(C)C)=C(F)F 2-[2-(aminomethyl)-3,3-difluoro-allyl]-4-[6-[6-(dimethylamino)-3-pyridinyl]-2-pyridinyl]-1,2,4-triazol-3-one